benzyl (R)-4-isopropyl-1,2,3-oxathiazolidine-3-carboxylate 2,2-dioxide C(C)(C)[C@H]1N(S(OC1)(=O)=O)C(=O)OCC1=CC=CC=C1